S(=O)(=O)([O-])[O-].[NH4+].C1(=CC=CC=C1)OC=CC1=CC=CC=C1.[NH4+] styryl phenyl ether ammonium sulfate